tert-butyl (S)-5-bromo-6-chloro-2-(3-(dimethylamino)azetidin-1-yl)-8a,9,11,12-tetrahydropyrazino[2',1':3,4]-[1,4]oxazepino[5,6,7-de]quinazoline-10(8H)-carboxylate BrC=1C(=C2C3=C(N=C(N=C3C1)N1CC(C1)N(C)C)N1[C@H](CO2)CN(CC1)C(=O)OC(C)(C)C)Cl